CCCCCCCCCCCCOS(=O)(=O)O.CC[C@@H]1[C@@]([C@@H]([C@H](C(=O)[C@@H](C[C@@]([C@@H]([C@H]([C@@H]([C@H](C(=O)O1)C)O[C@H]2C[C@@]([C@H]([C@@H](O2)C)O)(C)OC)C)O[C@H]3[C@@H]([C@H](C[C@H](O3)C)N(C)C)OC(=O)CC)(C)O)C)C)O)(C)O The molecule is an aminoglycoside sulfate salt and an erythromycin derivative. It has a role as an enzyme inhibitor. It contains an erythromycin A 2'-propanoate.